[Si](C1=CC=CC=C1)(C1=CC=CC=C1)(C(C)(C)C)OC1=C(C(=C(C(=O)OC2=C(C(=C(C(=O)OCC3=CC=CC=C3)C(=C2)OC)C)C)C(=C1)C)O)C benzyl 4-{4-[(tert-butyldiphenylsilyl)oxy]-2-hydroxy-3,6-dimethylbenzoyloxy}-6-methoxy-2,3-dimethylbenzoate